BrC1=CC(=C(C=C1)[C@@H](C(F)(F)F)N(C(=O)C1CCS(CC1)(=O)=O)C)C N-[(1S)-1-(4-bromo-2-methylphenyl)-2,2,2-trifluoroethyl]-N-methyl-1,1-dioxo-1λ6-thiane-4-carboxamide